(S)-N-(4-cyclopropylphenyl)piperidine-3-carboxamide 2,2,2-trifluoroacetate FC(C(=O)O)(F)F.C1(CC1)C1=CC=C(C=C1)NC(=O)[C@@H]1CNCCC1